IC=1C(=CC=C2C(CCOC12)=O)O[C@H](C1=CC=C(C(=O)N)C=C1)C1=CC=NC=C1 (R,S)-4-(((8-Iodo-4-oxochroman-7-yl)oxy)(pyridin-4-yl)methyl)benzamide